2,5-dimethyl-2,5-di(benzoyl-peroxy)-3-hexyne CC(C)(C#CC(C)(OOC(C1=CC=CC=C1)=O)C)OOC(C1=CC=CC=C1)=O